aluminum oxide tin [Sn+4].[O-2].[Al+3]